ClC1=C(C(=O)N(C)C)C=CC(=C1)OCCC[C@H]1CC12CCN(CC2)C([C@](C(F)(F)F)(C2=CC(=CC=C2)OC)O)=O |o1:16,25| 2-chloro-N,N-dimethyl-4-(3-((S or R)-6-((S or R)-3,3,3-trifluoro-2-hydroxy-2-(3-methoxyphenyl)propanoyl)-6-azaspiro[2.5]octan-1-yl)propoxyl)benzamide